distearoylphosphoethanolamine C(CCCCCCCCCCCCCCCCC)(=O)OP(=O)(OC(CCCCCCCCCCCCCCCCC)=O)OCCN